(1R,3R)-3-AMINOCYCLOHEXANECARBOXYLIC ACID N[C@H]1C[C@@H](CCC1)C(=O)O